C(CC)C(=O)C=C propyl-acrolein